4-[2-(4-amino-piperidin-1-yl)-5-(6-methoxy-pyridin-3-yl)-1-methyl-6-oxo-1,6-dihydro-pyrimidin-4-yl]-benzonitrile NC1CCN(CC1)C=1N(C(C(=C(N1)C1=CC=C(C#N)C=C1)C=1C=NC(=CC1)OC)=O)C